12,13-dimethoxy-5,6,9,10,15-penta(pentyloxy)-2-phenyldibenzo[4,5:9,10]pyreno[1,2-d]oxazole COC1=CC2=C(C3=C(C4=C(N=C(O4)C4=CC=CC=C4)C4=C5C(=C6C=C(C(=C2C6=C43)OCCCCC)OCCCCC)C=C(C(=C5)OCCCCC)OCCCCC)OCCCCC)C=C1OC